OC(CC(=O)O)C L-beta-hydroxy-butyric acid